Benzyl (3aS,7aR)-1-(4-fluorophenyl)-3,3a,4,6,7,7a-hexahydro-2H-pyrrolo[3,2-c]pyridine-5-carboxylate FC1=CC=C(C=C1)N1CC[C@H]2CN(CC[C@H]21)C(=O)OCC2=CC=CC=C2